CC(C)C1=NC(=NC(=C1/C=C/[C@H](C[C@H](CC(=O)[O-])O)O)C2=CC=C(C=C2)F)N(C)S(=O)(=O)C The molecule is a hydroxy monocarboxylic acid anion that is the conjugate base of rosuvastatin, obtained by deprotonation of the carboxy group; major species at pH 7.3. It is a conjugate base of a rosuvastatin.